3-bromo-4-[(2,4-difluorobenzyl)oxy]-1-[(2-hydroxypyrimidin-4-yl)methyl]-6-methylpyridin-2(1H)-one trifluoroacetate FC(C(=O)O)(F)F.BrC=1C(N(C(=CC1OCC1=C(C=C(C=C1)F)F)C)CC1=NC(=NC=C1)O)=O